FC(OC=1C=C(C=CC1)B1OC(C(O1)(C)C)(C)C)F 2-[3-(difluoromethoxy)phenyl]-4,4,5,5-tetramethyl-1,3,2-dioxaborolane